CSNC(=S)N N-methylthioThiourea